C(C)(C)(C)OC(C(N1CCN(CC1)C1=C(C=CC=C1)Cl)Br)=O 2-(4-(2-chlorophenyl)piperazine-1-yl)bromoacetic acid tert-butyl ester